O=C1NC(CCC1N1C(C2=CC=CC(=C2C1=O)N(CCNC1=NC=CC(=N1)N1CCN(CC1)C1=CC=C(C=C1)C(F)(F)F)C)=O)=O 2-(2,6-dioxopiperidin-3-yl)-4-(methyl(2-((4-(4-(4-(trifluoromethyl)phenyl)piperazin-1-yl)pyrimidin-2-yl)amino)ethyl)amino)isoindoline-1,3-dione